(5-((3-isobutylazetidin-3-yl)methoxy)-6-methyl-[2,4'-bipyridinyl]-2'-yl)carbamic acid methyl ester COC(NC1=NC=CC(=C1)C1=NC(=C(C=C1)OCC1(CNC1)CC(C)C)C)=O